[Si](C)(C)(C(C)(C)C)OCC=1C=C(C=C(C1)CO[Si](C)(C)C(C)(C)C)N 3,5-bis-(tert-butyldimethylsilyloxymethyl)-1-aminobenzene